N[C@H](C(=O)NCC1=C(C(=CC=C1)Cl)F)C1CC1 (S)-2-amino-N-(3-chloro-2-fluorobenzyl)-2-cyclopropylacetamide